p-trifluoromethyl-cinnamic acid FC(C1=CC=C(C=CC(=O)O)C=C1)(F)F